C(C)OC(C(=NOC(N1CCOCC1)=[N+](C)C)C#N)=O ethyl-2-cyano-2-((dimethyliminio)(morpholino)methyloxyimino)acetate